C(C)(=O)NC1=C(C=C(C=C1)C(=O)OC)N1N=NC(=C1)C1=CC=C(C=C1)C=1N=NN(C1)C1=C2C=CC=C(C2=CC=C1)C(=O)O 5-[4-(4-{1-[2-acetamido-5-(methoxycarbonyl)phenyl]-1H-1,2,3-triazol-4-yl}phenyl)-1H-1,2,3-triazol-1-yl]naphthalene-1-carboxylic acid